2-[4-[3-(3,5-dimethylpyrazol-1-yl)-6-oxopyridazin-1-yl]-2,5-difluoropiperidin-1-yl]-7,8-dihydro-5H-pyrano[4,3-b]pyridine-3-carbonitrile CC1=NN(C(=C1)C)C1=NN(C(C=C1)=O)C1CC(N(CC1F)C1=C(C=C2C(=N1)CCOC2)C#N)F